Cl.CC1=C(C=CC(=C1)C1=NC=NN2C1=CC(=C2)C2=CC=NC=C2)CN (2-methyl-4-(6-(pyridin-4-yl)pyrrolo[2,1-f][1,2,4]triazin-4-yl)phenyl)methanamine hydrochloride